FC1(C=2N(C[C@H](CC1)CO)N=C1C2CN([C@@H](C1)C)C(=O)OC(C)(C)C)F |o1:5| (3R,8S*)-tert-Butyl 11,11-difluoro-8-(hydroxymethyl)-3-methyl-3,4,8,9,10,11-hexahydro-1H-pyrido[4',3':3,4]pyrazolo[1,5-a]azepine-2(7H)-carboxylate